CC1(CCN(CC1)C(=O)OC(C)(C)C)N1N=CC(=C1)C(=O)C=1C=2C3=C(C(NC3=CC1)=O)C=CC2 tert-butyl 4-methyl-4-[4-(2-oxo-1H-benzo[cd]indole-6-carbonyl)pyrazol-1-yl]piperidine-1-carboxylate